FC=1C=CC(=C(C1)O)C1=NN=C(C2=C1CCC2)N[C@H]2CNCCC2 5-fluoro-2-{4-[(3R)-piperidin-3-ylamino]-5H,6H,7H-cyclopenta[d]pyridazin-1-yl}phenol